ethyl 1-(2-aminoethyl)-6-chloro-1H-indole-2-carboxylate trifluoroacetate FC(C(=O)O)(F)F.NCCN1C(=CC2=CC=C(C=C12)Cl)C(=O)OCC